tris(hexadecanoic acid) aluminum [Al].C(CCCCCCCCCCCCCCC)(=O)O.C(CCCCCCCCCCCCCCC)(=O)O.C(CCCCCCCCCCCCCCC)(=O)O